ClC=1C2=CN(N=C2C(=C(C1)C1=CC=C(C=C1)N1CCN(CC1)C1CC(C1)O)Cl)C(C(=O)NC=1SC=CN1)C1=C2N(C=N1)C[C@@H](C2)F (4,7-dichloro-6-(4-(4-(3-hydroxycyclobutyl)piperazin-1-yl)phenyl)-2H-indazol-2-yl)-2-((R)-6-fluoro-6,7-dihydro-5H-pyrrolo[1,2-c]imidazol-1-yl)-N-(thiazol-2-yl)acetamide